[Cl-].[Cu]=O cupric oxide chloride